(3-methoxy-4-((trimethylsilyl)ethynyl)thiophen-2-yl)methanol COC1=C(SC=C1C#C[Si](C)(C)C)CO